(R)-4-((4-cyclohexylphenyl)amino)-6-(3-(dimethylamino)propyl)-2-(2-methylmorpholino)-5,6-dihydro-7H-pyrrolo[3,4-d]pyrimidin-7-one HCl Cl.C1(CCCCC1)C1=CC=C(C=C1)NC=1C2=C(N=C(N1)N1C[C@H](OCC1)C)C(N(C2)CCCN(C)C)=O